O1COC2=C1C=CC(=C2)NS(=O)(=O)C=2C=C(C(=O)NC1=CC=C(C=C1)C#N)C=CC2 3-(N-(benzo[d][1,3]dioxol-5-yl)sulfamoyl)-N-(4-cyanophenyl)benzamide